(1r,1'R,4R)-4-methoxy-5''-methyl-6'-[5-(prop-1-yn-1-yl)pyridin-3-yl]-3'H-dispiro[cyclohexane-1,2'-indene-1',2''-imidazol]-4''-amine COC1CCC2(CC3=CC=C(C=C3[C@@]23N=C(C(=N3)N)C)C=3C=NC=C(C3)C#CC)CC1